FC1=CC(=C(C=C1)C1=NC=CC2=C1CN(C2=O)C2=NC=C(N=C2)OCC(C)(C)O)OCC(F)(F)F 4-[4-fluoro-2-(2,2,2-trifluoroethoxy)phenyl]-2-[5-(2-hydroxy-2-methylpropoxy)pyrazin-2-yl]-2,3-dihydro-1H-pyrrolo[3,4-c]pyridin-1-one